FC=1C=C(C=C(C1)F)NC(=O)C1(OC=CC1)C(=O)[O-] 2-[(3,5-difluorophenyl)carbamoyl]-3H-furan-2-carboxylate